2-((2S,4S)-2-(1-cyclopropyl-1H-pyrazol-4-yl)tetrahydro-2H-pyran-4-yl)-4-(2,4-difluorophenyl)-7-methylpteridine C1(CC1)N1N=CC(=C1)[C@H]1OCC[C@@H](C1)C1=NC2=NC(=CN=C2C(=N1)C1=C(C=C(C=C1)F)F)C